2-Ethyl-4-methylImidazol C(C)C=1NC=C(N1)C